C1(CC1)[C@@H]1OC(C(CNC1(F)F)=O)C (2S)-2-cyclopropyl-3,3-difluoro-7-methyl-6-oxo-2,4-dihydro-1H-[1,4]oxazepine